(R)-N-((4-(((7-azaspiro[3.5]nonan-2-yl)methyl)amino)-3-nitrophenyl)sulfonyl)-4-(4-(1-chloro-6,7,8,9-tetrahydro-5H-benzo[7]annulen-5-yl)piperazin-1-yl)benzamide C1C(CC12CCNCC2)CNC2=C(C=C(C=C2)S(=O)(=O)NC(C2=CC=C(C=C2)N2CCN(CC2)[C@@H]2CCCCC1=C2C=CC=C1Cl)=O)[N+](=O)[O-]